CC1(CNC2=CC=C(C=C12)C(=O)O)C 3,3-dimethylindoline-5-carboxylic acid